2-bromo-5,6,7,8-tetrahydroquinolin-8-yl acetate C(C)(=O)OC1CCCC=2C=CC(=NC12)Br